tert-Butyl azepan-3-ylcarbamate N1CC(CCCC1)NC(OC(C)(C)C)=O